2-phenylethylamine carbonate salt C(O)(O)=O.C1(=CC=CC=C1)CCN